8-(4-chlorophenyl)-2-(cyclopropylamino)-6-(2-methyl-2H-indazol-5-yl)pteridin-7(8H)-one ClC1=CC=C(C=C1)N1C(C(=NC=2C=NC(=NC12)NC1CC1)C1=CC2=CN(N=C2C=C1)C)=O